N-[(1S,2S)-2-hydroxycyclohexyl]-4-methyl-3-[2-(5-phenylpyridin-3-yl)ethyl]benzamide O[C@@H]1[C@H](CCCC1)NC(C1=CC(=C(C=C1)C)CCC=1C=NC=C(C1)C1=CC=CC=C1)=O